3-methoxy-1-methyl-1H-pyrazole-4-carboxylic acid COC1=NN(C=C1C(=O)O)C